2-{6-[(1r,6s)-3-methyl-3,8-diazabicyclo[4.2.0]oct-8-yl][1,3]thiazolo[4,5-c]pyridazin-3-yl}-5-(1H-pyrazol-4-yl)phenol trifluoroacetate FC(C(=O)O)(F)F.CN1C[C@@H]2N(C[C@@H]2CC1)C=1SC2=C(N=NC(=C2)C2=C(C=C(C=C2)C=2C=NNC2)O)N1